N1C(C=CC=C1)=N pyridone imine